O([C@H]1[C@H](O)[C@@H](O)[C@H](O)[C@H](O1)CO)C1=C(C=CC(=C1)N)CC1=CC=C(C=C1)CC 5-amino-2-(4-ethylbenzyl)phenyl β-D-glucopyranoside